S1CSCCC1 1,3-dithiane